1H,5H,6H,7H,8H-pyrazolo[3,4-f][1,4]oxazepin-8-one N1N=CC2=C1C(NCCO2)=O